S([O-])(=O)Cl sulfurochloridoite